(S)-1-(3-(5-fluoro-2-(6-methoxypyridin-3-ylamino)pyrimidin-4-ylamino)piperidin-1-yl)prop-2-en-1-one FC=1C(=NC(=NC1)NC=1C=NC(=CC1)OC)N[C@@H]1CN(CCC1)C(C=C)=O